1-(Benzenesulfonyl)-4-bromo-6,7-dichloro-indole-2-carbaldehyde C1(=CC=CC=C1)S(=O)(=O)N1C(=CC2=C(C=C(C(=C12)Cl)Cl)Br)C=O